N-(2,2-difluoroethyl)-5-fluoro-3-(4,4,5,5-tetramethyl-1,3,2-dioxaborolan-2-yl)pyridin-2-amine FC(CNC1=NC=C(C=C1B1OC(C(O1)(C)C)(C)C)F)F